methyl 2-((tert-butoxycarbonyl) amino)-7-((2'-fluoro-[1,1'-biphenyl]-2-yl) oxy)-1,2,3,4-tetrahydronaphthalene-2-carboxylate C(C)(C)(C)OC(=O)NC1(CC2=CC(=CC=C2CC1)OC1=C(C=CC=C1)C1=C(C=CC=C1)F)C(=O)OC